(R)-tert-butyl (5-bromoisochroman-1-yl)methyl((2-(trimethylsilyl)ethoxy)methyl)carbamate BrC1=C2CCO[C@H](C2=CC=C1)CN(C(OC(C)(C)C)=O)COCC[Si](C)(C)C